N-bicyclo[2.2.1]hept-2-yl-2-(2-nitrophenyl)acetamide C12C(CC(CC1)C2)NC(CC2=C(C=CC=C2)[N+](=O)[O-])=O